C(=S)SNN(C1=CC=CC=2C3=CC=CC=C3N(C12)CCC)C methyl-9-propylcarbazolylhydrazino dithioformate